FC(C(=O)O)(F)F.FC(C(=O)O)(F)F.NC1=CC=C(C(=N1)C)CNC([C@H](C)NC(=O)[C@@H]1NC[C@H](C1)CC1=CC(=CC(=C1)C(F)(F)F)C(F)(F)F)=O (2R,4S)-N-((S)-1-(((6-amino-2-methylpyridin-3-yl)methyl)amino)-1-oxopropan-2-yl)-4-(3,5-bis(trifluoromethyl)benzyl)pyrrolidine-2-carboxamide di-trifluoroacetate